C(=C)[Si](O[Si](O[Si](C)(C)C)(C)C)(C=C)C=C 1,1,1-trivinylpentamethyltrisiloxane